N-[4-(1-isopropyl-4-methoxy-imidazo[4,5-c]pyridin-6-yl)pyrimidin-2-yl]-5,6,7,8-tetrahydro-1,6-naphthyridin-2-amine C(C)(C)N1C=NC=2C(=NC(=CC21)C2=NC(=NC=C2)NC2=NC=1CCNCC1C=C2)OC